ClC1=C(C=C(C(=C1)S(N(C1=NC=NC=C1)COC)(=O)=O)F)NC[C@H](CC(CCNC(OC(C)(C)C)=O)(C)C)[C@@H](C)NC(OC(C)(C)C)=O Di-tert-butyl ((5S,6R)-5-(((2-chloro-5-fluoro-4-(N-(methoxymethyl)-N-(pyrimidin-4-yl)sulfamoyl)phenyl)amino)methyl)-3,3-dimethylheptane-1,6-diyl)dicarbamate